C(C1=C(C(=CC(=C1)C)C(C)(C)C)O)C1=C(C(=CC(=C1)C)C(C)(C)C)O 2,2'-methylene-bis[6-tert-butyl-4-methylphenol]